1-(4-chlorophenyl)-1-(1-ethyl-6-(4-(methylsulfonyl)phenoxy)-1H-benzo[d]imidazol-2-yl)-2,2,2-trifluoroethanol ClC1=CC=C(C=C1)C(C(F)(F)F)(O)C1=NC2=C(N1CC)C=C(C=C2)OC2=CC=C(C=C2)S(=O)(=O)C